tert-butyl 6-hydroxy-7-nitro-3,4-dihydroisoquinoline-2(1H)-carboxylate OC=1C=C2CCN(CC2=CC1[N+](=O)[O-])C(=O)OC(C)(C)C